C1(=CC=CC=C1)CCCOC(=O)N[C@@H](CC1=CC=CC=C1)C(=O)O ((3-phenylpropoxy)carbonyl)-L-phenylalanine